2,3,4,6-tetrakis(3,6-dimethyl-9H-carbazol-9-yl)-5-(2,6-dimethylpyridin-4-yl)benzonitrile CC=1C=CC=2N(C3=CC=C(C=C3C2C1)C)C1=C(C#N)C(=C(C(=C1N1C2=CC=C(C=C2C=2C=C(C=CC12)C)C)N1C2=CC=C(C=C2C=2C=C(C=CC12)C)C)C1=CC(=NC(=C1)C)C)N1C2=CC=C(C=C2C=2C=C(C=CC12)C)C